Cl.N[C@@H](CCCCB(O)O)C1=NN=NN1CC(NCCC1=CC=CC=C1)=O (-)-(S)-(5-amino-5-(1-(2-oxo-2-(phenethylamino)ethyl)-1H-tetrazol-5-yl)pentyl)boronic acid hydrochloride